tert-butyl (1-(4-(3-chlorobenzamido)phenyl)cyclobutyl)carbamate ClC=1C=C(C(=O)NC2=CC=C(C=C2)C2(CCC2)NC(OC(C)(C)C)=O)C=CC1